(1,3-bis-(2,4,6-trimethylphenyl)-2-imidazolidinylidene)dichloro(o-isopropoxyphenylmethylene)ruthenium (II) dichloride CC1=C(C(=CC(=C1)C)C)N1C(N(CC1)C1=C(C=C(C=C1C)C)C)=[Ru-6](=CC1=C(C=CC=C1)OC(C)C)(Cl)(Cl)(Cl)Cl